N-(3-((3-borono-5-nitrobenzamido)methyl)benzyl)-N-(3-borono-5-nitrobenzoyl)glycine B(O)(O)C=1C=C(C(=O)NCC=2C=C(CN(CC(=O)O)C(C3=CC(=CC(=C3)[N+](=O)[O-])B(O)O)=O)C=CC2)C=C(C1)[N+](=O)[O-]